(S)-4-((tert-butoxycarbonyl)amino)-4-carboxy-N,N,N-trimethylbutan-1-aminium chloride [Cl-].C(C)(C)(C)OC(=O)N[C@@H](CCC[N+](C)(C)C)C(=O)O